1-((2-(3,6-diazabicyclo[3.1.1]heptan-3-yl)-7-(1H-pyrazol-1-yl)benzo[d]oxazol-4-yl)oxy)-1,1-difluoro-2-methylpropan-2-ol C12CN(CC(N1)C2)C=2OC1=C(N2)C(=CC=C1N1N=CC=C1)OC(C(C)(O)C)(F)F